FC=1C=C2C(=C(NC2=CC1)C)C(=O)NCC=1C(NC(=CC1SC)C)=O 5-fluoro-2-methyl-N-((6-methyl-4-(methylthio)-2-oxo-1,2-dihydropyridin-3-yl)methyl)-1H-indole-3-carboxamide